3-[(1-Acetylazetidin-3-yl)amino]-N-[(2R)-2-hydroxy-2-[(3S)-7-hydroxy-1,2,3,4-tetrahydroisoquinolin-3-yl]ethyl]-5-(1-piperidyl)benzamide C(C)(=O)N1CC(C1)NC=1C=C(C(=O)NC[C@H]([C@H]2NCC3=CC(=CC=C3C2)O)O)C=C(C1)N1CCCCC1